rel-(2S,3R,5R)-4-[[5-(1,1-difluoroethyl)-3-(3,4-difluoro-2-methoxy-phenyl)-5-methyltetrahydrofuran-2-carbonyl]amino]pyridine-2-carboxamide FC(C)(F)[C@]1(C[C@@H]([C@H](O1)C(=O)NC1=CC(=NC=C1)C(=O)N)C1=C(C(=C(C=C1)F)F)OC)C |o1:4,6,7|